N1=NC=C2C1=NC1=CC=C(C=C21)C(=O)O.C(CCC)[Sn](C(=C)OCC)(CCCC)CCCC tributyl(1-ethoxyvinyl)stannane pyrazolo[3,4-b]indole-5-carboxylate